N-tetradecyl-2-(3-methoxy-4-hydroxyphenyl)-3,5,7-trihydroxyquinolin-4-one C(CCCCCCCCCCCCC)N1C(=C(C(C2=C(C=C(C=C12)O)O)=O)O)C1=CC(=C(C=C1)O)OC